CO[C@@H](C)C1=C(C=C(C=N1)N1CCN(CC1)CC(F)(F)F)B1OC(C(O1)(C)C)(C)C 1-[6-[(1S)-1-methoxyethyl]-5-(4,4,5,5-tetramethyl-1,3,2-dioxaborolan-2-yl)-3-pyridyl]-4-(2,2,2-trifluoroethyl)piperazine